N1=C(C=CC=C1)[C@](N)(C)C(=O)O L-2-(2-pyridyl)-alanine